FC(OC[C@H]1N(CCN(C1)CC1=CC=C(C=C1)C(F)(F)F)C=1SC(=CN1)C(=O)O)(F)F (S)-2-(2-((trifluoromethoxy)methyl)-4-(4-(trifluoromethyl)benzyl)piperazin-1-yl)thiazole-5-carboxylic acid